5-((3aS,7aR)-7a-fluoro-1-oxooctahydro-2H-pyrrolo[3,4-c]pyridin-2-yl)-2-methylbenzoic acid F[C@@]12[C@@H](CNCC1)CN(C2=O)C=2C=CC(=C(C(=O)O)C2)C